2-(1-(1-(5-chloropyrimidin-2-yl)piperidin-4-yl)ethoxy)-6-(4-(methylsulfonyl)phenyl)imidazo[2,1-b][1,3,4]thiadiazole ClC=1C=NC(=NC1)N1CCC(CC1)C(C)OC1=NN2C(S1)=NC(=C2)C2=CC=C(C=C2)S(=O)(=O)C